ClC=1C=CC(=C(C(=O)O)C1)NC1=C(C=NC2=C(C=C(C=C12)Cl)C(F)(F)F)S(=O)(=O)N1CCSCC1 5-chloro-2-[[6-chloro-3-thiomorpholinosulfonyl-8-(trifluoromethyl)-4-quinolyl]amino]benzoic acid